BrC=1C(=CC(=C(C1)CC(=O)NC1=CC(=C(C=C1)N1N=CC(=C1)C(F)(F)F)S(N)(=O)=O)C)F 2-(5-bromo-4-fluoro-2-methylphenyl)-N-{3-sulfamoyl-4-[4-(trifluoromethyl)-1H-pyrazol-1-yl]phenyl}acetamide